3-((2-(2,4-difluoro-6-((R)-1-hydroxyethyl)phenyl)pyridin-3-yl)(methoxymethoxy)methyl)-1-methyl-1H-pyrazole-5-carbonitrile FC1=C(C(=CC(=C1)F)[C@@H](C)O)C1=NC=CC=C1C(C1=NN(C(=C1)C#N)C)OCOC